2-((S)-3-(2-((R)-1-Hydroxyethyl)-6-(benzenesulfonyl)imidazo[4,5-d]pyrrolo[2,3-b]pyridin-1(6H)-yl)pyrrolidin-1-yl)-N-(2,2,2-Trifluoroethyl)acetamide O[C@H](C)C1=NC=2C(=C3C(=NC2)N(C=C3)S(=O)(=O)C3=CC=CC=C3)N1[C@@H]1CN(CC1)CC(=O)NCC(F)(F)F